C(C1=CC=CC=C1)N(C(C1=CC(=C(C=C1)NC1=NC=C(C(=N1)C=1C=NN(C1)C(C)C)Cl)OC)=O)C(C)C N-benzyl-4-((5-chloro-4-(1-isopropyl-1H-pyrazol-4-yl)pyrimidin-2-yl)amino)-N-isopropyl-3-methoxybenzamide